C(C1=CC=CC=C1)(=O)C1=CC=C(C=C1)OC(C1=CC(C(=O)OC2=CC=C(C=C2)C(C2=CC=CC=C2)=O)=CC=C1)=O isophthalic acid-bis-(4-benzoyl-phenyl)ester